1-(2,2-difluoroethyl)-5-methyl-4-nitro-pyrazole FC(CN1N=CC(=C1C)[N+](=O)[O-])F